3-(5-((4-((4'-chloro-5,5-dimethyl-3,4,5,6-tetrahydro-[1,1'-biphenyl]-2-yl)methyl)-2-(fluoromethyl)piperazin-1-yl)methyl)-6-fluoro-1-oxoisoindolin-2-yl)piperidine-2,6-dione ClC1=CC=C(C=C1)C1=C(CCC(C1)(C)C)CN1CC(N(CC1)CC=1C=C2CN(C(C2=CC1F)=O)C1C(NC(CC1)=O)=O)CF